O.FC1=CC=C2C(=NN(C2=C1)C1=NC=C(C=N1)C(=O)N[C@@H]1CC[C@H](CC1)C(C)(C)O)C (6-fluoro-3-methyl-1H-indazol-1-yl)-N-(trans-4-(2-hydroxypropan-2-yl)cyclohexyl)pyrimidine-5-carboxamide monohydrate